The molecule is a 4-O-(1H-indol-3-ylcarbonyl)ascaroside derived from 5-hydroxypentanoic acid. It is a metabolite of the nematode Caenorhabditis elegans. It has a role as a Caenorhabditis elegans metabolite. It is a monocarboxylic acid, a 4-O-(1H-indol-3-ylcarbonyl)ascaroside and an omega-hydroxy fatty acid ascaroside. It derives from a 5-hydroxypentanoic acid and an oscr#9. C[C@H]1[C@@H](C[C@H]([C@@H](O1)OCCCCC(=O)O)O)OC(=O)C2=CNC3=CC=CC=C32